5-benzyl-2,2-dimethyl-N-(4-phenylbutyl)-4-(1-piperidinyl)piperidine-1-carboxamide C(C1=CC=CC=C1)C1C(CC(N(C1)C(=O)NCCCCC1=CC=CC=C1)(C)C)N1CCCCC1